monoisotridecyl-ethylene C(CCCCCCCCCC(C)C)C=C